difluoro-3-[2-(5-fluoro-2-methoxy-4-nitrophenoxy)ethyl]-4-methoxybenzene FC1=C(C=CC(=C1CCOC1=C(C=C(C(=C1)F)[N+](=O)[O-])OC)OC)F